C(C)SC=1OC2=C(C=C(C=C2C(C1I)=O)C)C(C)NC1=C(C(=O)OC(C)(C)C)C=CC=C1 tert-butyl 2-[1-(2-ethylsulfanyl-3-iodo-6-methyl-4-oxo-chromen-8-yl)ethylamino]benzoate